ClC1=C(C(=CC=C1)C#C)C 1-chloro-3-ethynyl-2-methyl-benzene